C(C)(C)(C)OC(=O)N1C[C@H]([C@@H](C1)F)N1N=CC(=C1)C(=O)OCC |r| ethyl 1-((3R/S,4R/S)-1-(tert-butoxycarbonyl)-4-fluoropyrrolidin-3-yl)-1H-pyrazole-4-carboxylate